NCC1=NNC(C2=CC=C(C=C12)C=1C=NN(C1C1=C2COCC2=CC(=C1C#N)OC1CC1)C)=O (P)-4-(4-(4-(aminomethyl)-1-oxo-1,2-dihydrophthalazin-6-yl)-1-methyl-1H-pyrazol-5-yl)-6-cyclopropoxy-1,3-dihydroisobenzofuran-5-carbonitrile